C(CC#C)C1(N=N1)CCN1CC(CC1)CNC(=O)C1CCN(CC1)C1=NC(=NO1)C1=CC=C(C=C1)OC N-((1-(2-(3-(but-3-yn-1-yl)-3H-diazirin-3-yl)ethyl)pyrrolidin-3-yl)methyl)-1-(3-(4-methoxyphenyl)-1,2,4-oxadiazol-5-yl)piperidine-4-carboxamide